3-[[3-Fluoro-4-(trifluoromethoxy)phenyl]methoxy]azetidine FC=1C=C(C=CC1OC(F)(F)F)COC1CNC1